(1-(naphthalen-1-yl)ethyl)benzenesulfonamide C1(=CC=CC2=CC=CC=C12)C(C)C1=C(C=CC=C1)S(=O)(=O)N